trans-2-(4-(4-((5-chloro-4-(4'-fluoro-[1,1'-biphenyl]-3-yl)pyrimidin-2-yl)amino)piperidine-1-carbonyl)cyclohexyl)acetaldehyde ClC=1C(=NC(=NC1)NC1CCN(CC1)C(=O)[C@@H]1CC[C@H](CC1)CC=O)C=1C=C(C=CC1)C1=CC=C(C=C1)F